5-(4-aminocyclohexyloxy)-7-morpholino-3H-quinazolin-4-one NC1CCC(CC1)OC1=C2C(NC=NC2=CC(=C1)N1CCOCC1)=O